N12CCCN=C2NCCC1.C1=C(C=CC=2OC3=CC=CC=C3OC12)C(C(=O)O)C 2-(9-oxaxanthen-2-yl)propionic acid 1,5,7-triazabicyclo[4.4.0]dec-5-ene salt